4-(4-methoxybenzyl)-1-(2-(pyrimidin-4-yl)nicotinoyl)piperidine-4-carbonitrile COC1=CC=C(CC2(CCN(CC2)C(C2=C(N=CC=C2)C2=NC=NC=C2)=O)C#N)C=C1